FC(C1=C(C2=C(NC=3CC(NC(C3[C@@]2(C2=CC=CC=C2)C)=O)(C)C)N=C1)C#N)F (R)-3-(difluoromethyl)-5,8,8-trimethyl-6-oxo-5-phenyl-5,6,7,8,9,10-hexahydropyrido[2,3-b][1,6]naphthyridine-4-carbonitrile